CC(CCC(=O)O)(C1=CC=C(C=C1)OCC1OC1)C1=CC=C(C=C1)OCC1OC1 γ-methyl-4-(2-oxiranylmethoxy)-γ-[4-(2-oxiranylmethoxy)phenyl]-Benzenebutanoic acid